FC=1C=C(CN2CCC3(OC4(CC4)C(N(C3)CC)=O)CC2)C=CC1F 8-(3,4-Difluorobenzyl)-12-ethyl-4-oxa-8,12-diazadispiro[2.1.5.3]tridecan-13-on